2-{3-[1-carboxy-5-(4-[18F]fluoro-benzoylamino)-pentyl]-ureido}-pentanedioic acid C(=O)(O)C(CCCCNC(C1=CC=C(C=C1)[18F])=O)NC(NC(C(=O)O)CCC(=O)O)=O